FC(C1=CC=C(C=C1)[C@H]1OC1)(F)F (2R)-2-[4-(trifluoromethyl)phenyl]oxirane